2-hydroxy-4-(2-bromo-3-(3,4-ethylenedioxyphenyl)benzyloxy)-5-chlorobenzaldehyde OC1=C(C=O)C=C(C(=C1)OCC1=C(C(=CC=C1)C1=CC2=C(C=C1)OCCO2)Br)Cl